4-Cyano-4-diallylamino-cyclohexyl-carbamic acid tert-butyl ester C(C)(C)(C)OC(NC1CCC(CC1)(N(CC=C)CC=C)C#N)=O